2,3-dihydrofarnesol CC(CC/C=C(\C)/CCC=C(C)C)CCO